C1(CCC(N1N1C(C=CC=C1)SSCCCC(=O)[O-])=O)=O N-succinimidyl-4-(2-pyridyldithio)butyrate